CN(CCN(C1=NC(=C(C=C1[N+](=O)[O-])NC1=NC=CC(=N1)N1CC2(C3=NC(=CC=C31)C)CCCC2)OCC(F)(F)F)C)C N2-(2-(dimethylamino)ethyl)-N2-methyl-N5-(4-(5'-methylspiro[cyclopentane-1,3'-pyrrolo[3,2-b]pyridin]-1'(2'H)-yl)pyrimidin-2-yl)-3-nitro-6-(2,2,2-trifluoroethoxy)pyridin-2,5-diamine